FC1=CC(=C(C=C1)C=1C2=C(C(=NC1C1=CC(=CC=C1)NCC=C)C=1C=C3CCN(CC3=CC1)C(=O)OC(C)(C)C)C=CS2)OCCOC tert-butyl 6-[7-[4-fluoro-2-(2-methoxyethoxy) phenyl]-6-[3-(prop-2-enylamino) phenyl] thieno[3,2-c]pyridin-4-yl]-3,4-dihydro-1H-isoquinoline-2-carboxylate